C(CC(=O)O)(=O)O.N1CCNCC1 piperazine malonate